N1N=CC2=CC(=CC=C12)C#CC1=NC(=NC=C1)C1=NC(=NC=C1)NCC1=C(C=CC=C1)F ((1H-indazol-5-yl)ethynyl)-N-(2-fluorobenzyl)-[2,4'-bipyrimidin]-2'-amine